5-amino-1-(2-((2-(((S)-1-(3-chloro-2-fluorophenyl)-3-hydroxypropyl)amino)-2-oxoethyl)((R)-1-hydroxypropan-2-yl)amino)-2-oxoethyl)-1H-indazole-3-carboxamide NC=1C=C2C(=NN(C2=CC1)CC(=O)N([C@@H](CO)C)CC(=O)N[C@@H](CCO)C1=C(C(=CC=C1)Cl)F)C(=O)N